1-allyl-4-benzyloxy-cyclohexanol C(C=C)C1(CCC(CC1)OCC1=CC=CC=C1)O